7-[4-[6-chloro-4-[difluoro-[(2R)-morpholin-2-yl]methyl]-2-pyridyl]piperazin-1-yl]sulfonyl-3-(hydroxymethyl)-3a,4-dihydro-3H-oxazolo[4,3-c][1,4]benzoxazin-1-one ClC1=CC(=CC(=N1)N1CCN(CC1)S(=O)(=O)C1=CC2=C(N3C(CO2)C(OC3=O)CO)C=C1)C([C@H]1CNCCO1)(F)F